F[C@H]1[C@]2(C=C[C@@](C[C@@H]1C(=C)C=1N=NC(=CN1)C1=C(C=C(C=C1)N1N=NC=C1)O)(N2)C)C 2-(3-(1-((1R,2R,3R,5R)-2-fluoro-1,5-dimethyl-8-azabicyclo[3.2.1]oct-6-en-3-yl)vinyl)-1,2,4-triazin-6-yl)-5-(1H-1,2,3-triazol-1-yl)phenol